(3R)-N-tert-butylpyrrolidin-3-amine C(C)(C)(C)N[C@H]1CNCC1